trans-4-[(2-methylimidazo[1,2-a]pyridin-6-yl)methyl]cyclohexanecarboxylic acid CC=1N=C2N(C=C(C=C2)C[C@@H]2CC[C@H](CC2)C(=O)O)C1